BrC=1C(=C(C=O)C(=CC1)OC)F bromo-2-fluoro-6-methoxybenzaldehyde